C(C)(C)(C)OC(=O)N=C1N(C(CC(N1)(CC)CC)=O)[C@@H]1[C@](OC2=C1C=C(C=C2)C(=O)OC)(C)COC (2R,3S)-methyl 3-(2-((tert-butoxycarbonyl) imino)-4,4-diethyl-6-oxotetrahydropyrimidin-1(2H)-yl)-2-(methoxymethyl)-2-methyl-2,3-dihydrobenzofuran-5-carboxylate